C(#N)C1=C(C=C(C2=C1C(CO2)([2H])[2H])C2=CC=C(C=C2)C(C)C)NCC(C(=O)NO)=C 2-[[[4-Cyano-3,3-dideuterio-7-(4-isopropylphenyl)-2H-benzofuran-5-yl]amino]methyl]prop-2-enehydroxamic acid